CCCCCCCC/C=C\\CCCCCCCC(=O)O[C@H](CO)COP(=O)([O-])OC[C@@H](CO)O The molecule is an anionic phospholipid that is the conjugate base of (R,R)-2-oleoylglycero-1-phospho-1'-glycerol obtained by deprotonation of the phosphate OH group; major species at pH 7.3. It is a conjugate base of a (R,R)-2-oleoylglycero-1-phospho-1'-glycerol. It is an enantiomer of a (S,S)-2-oleoylglycero-1-phospho-1'-glycerol(1-).